6-chloro-3-(3-cyclopropyl-2-fluoro-phenoxy)-5-methyl-pyridazine-4-carboxamide ClC1=C(C(=C(N=N1)OC1=C(C(=CC=C1)C1CC1)F)C(=O)N)C